{[2-(4-carboxyphenyl)ethyl][2-(2-{[3-chloro-4-(trifluoromethyl)biphenyl-4-yl]methoxy}phenyl)ethyl]-amino}-5,6,7,8-tetrahydroquinoline-2-carboxylic acid C(=O)(O)C1=CC=C(C=C1)CCN(CCC1=C(C=CC=C1)OCC1(C(C=C(C=C1)C1=CC=CC=C1)Cl)C(F)(F)F)C=1C(=NC=2CCCCC2C1)C(=O)O